racemic-trans-3-fluorotetrahydro-2H-pyran-4-amine F[C@@H]1COCC[C@H]1N |r|